5-(4-((1R,5S)-3,8-diazabicyclo[3.2.1]octan-3-yl)-6,8-difluoro-2-((tetrahydro-1H-pyrrolizin-7a(5H)-yl)methoxy)quinazolin-7-yl)-2-chloroaniline [C@H]12CN(C[C@H](CC1)N2)C2=NC(=NC1=C(C(=C(C=C21)F)C=2C=CC(=C(N)C2)Cl)F)OCC21CCCN1CCC2